(S)-6-amino-2-(1-amino-1,3-dihydrospiro[indene-2,4'-piperidine]-1'-yl)-3-methyl-5-((3-cyano-2-fluorophenyl)thio)pyrimidin-4(3H)-one NC1=C(C(N(C(=N1)N1CCC2(CC1)[C@@H](C1=CC=CC=C1C2)N)C)=O)SC2=C(C(=CC=C2)C#N)F